(R)-5-amino-N-((S)-7'-bromospiro[cyclopropane-1,1'-isochroman]-4'-yl)-N,6-dimethyl-6,8-dihydro-1H-furo[3,4-d]pyrrolo[3,2-b]pyridine-2-carboxamide NC1=C2C(=C3C(=N1)C=C(N3)C(=O)N(C)[C@@H]3COC1(C4=CC(=CC=C34)Br)CC1)CO[C@@H]2C